1-((3,3-difluorocyclopentyl)methyl)-4-methyl-3-(trifluoromethyl)-1H-pyrazole-5-carboxylic acid FC1(CC(CC1)CN1N=C(C(=C1C(=O)O)C)C(F)(F)F)F